CC=1C2C(C(CC1)C2)(CCC=C(C)C)C 2,6-dimethyl-6-(4-methyl-3-pentenyl)-bicyclo[3.1.1]hept-2-ene